2-(3-(difluoromethyl)-1H-indazol-1-yl)-N-(trans-4-(5-(methoxymethyl)-1,3,4-oxadiazole-2-yl)cyclohexyl)pyrimidine-5-carboxylic acid amide FC(C1=NN(C2=CC=CC=C12)C1=NC=C(C=N1)C(=O)N[C@@H]1CC[C@H](CC1)C=1OC(=NN1)COC)F